4-{imidazo[1,2-a]pyridin-7-yloxy}-3-methylaniline N=1C=CN2C1C=C(C=C2)OC2=C(C=C(N)C=C2)C